(2S,3R,4R,SR)-4-[[3-(3-methoxy-2-methyl-4-pyridyl)-4,5-dimethyl-5-(trifluoromethyl)tetrahydrofuran-2-carbonyl]amino]pyridine-2-carboxamide COC=1C(=NC=CC1[C@@H]1[C@H](O[C@@]([C@@H]1C)(C(F)(F)F)C)C(=O)NC1=CC(=NC=C1)C(=O)N)C |&1:11|